C(C)OC(CCCCBr)=O ethyl-5-bromovalerate